1-((1-(1,4-dioxane-2-carbonyl)piperidin-4-yl)methyl)-4-chloro-N-(3-methyl-5-(thiophen-2-ylethynyl)pyridin-2-yl)-1H-pyrazole-5-carboxamide O1C(COCC1)C(=O)N1CCC(CC1)CN1N=CC(=C1C(=O)NC1=NC=C(C=C1C)C#CC=1SC=CC1)Cl